C1(=CC=CC=C1)COC1=CC=2N(C=C1)N=CC2 5-(phenylmethoxy)pyrazolo[1,5-a]pyridine